4-nitrophenyl palmitate C(CCCCCCCCCCCCCCC)(=O)OC1=CC=C(C=C1)[N+](=O)[O-]